C(#C)C1=CC=C(O1)CN1CCN(CC1)C 1-((5-ethynylfuran-2-yl)methyl)-4-methylpiperazine